ethyl 6-cyano-1-(1-methylcyclopropyl)-7-[(2R)-2-{[(3-methylpyridin-2-yl)oxy]methyl} pyrrolidin-1-yl]-4-oxo-1,4-dihydroquinoline-3-carboxylate C(#N)C=1C=C2C(C(=CN(C2=CC1N1[C@H](CCC1)COC1=NC=CC=C1C)C1(CC1)C)C(=O)OCC)=O